NCCCOC1=C2C(N(C(C2=CC=C1)=O)C1C(NC(CC1)=O)=O)=O 4-(3-aminopropoxy)-2-(2,6-dioxopiperidin-3-yl)isoindoline-1,3-dione